7-(4-(Dipropylamino) butyl)-7-hydroxytridecane-1,13-diylbis(3-hexylnonanoate) C(CC)N(CCCCC(CCCCCCC(C(=O)[O-])C(CCCCCC)CCCCCC)(CCCCCCC(C(=O)[O-])C(CCCCCC)CCCCCC)O)CCC